C(C1=CC=C(C=C1)NC(=O)N(CCCC)CCCC)C1=CC=C(C=C1)NC(=O)N(CCCC)CCCC 1,1'-(methylenebis(4,1-phenylene))bis(3,3-dibutyl-urea)